tert-butyl 4-[5-methoxy-1-[1-[(4-methoxyphenyl) methyl]-2,6-dioxo-3-piperidyl]-3-methyl-2-oxo-benzimidazol-4-yl]piperidine-1-carboxylate COC1=C(C2=C(N(C(N2C)=O)C2C(N(C(CC2)=O)CC2=CC=C(C=C2)OC)=O)C=C1)C1CCN(CC1)C(=O)OC(C)(C)C